C1(CCC1)CC(=O)NC1=CSC(=C1)C1=NC(=CN=C1)C1=CC(=C(C=C1)C(=O)N1CCOCC1)OC 2-cyclobutyl-N-(5-(6-(3-methoxy-4-(morpholine-4-carbonyl)phenyl)pyrazin-2-yl)thiophen-3-yl)acetamide